3-fluoro-5-methyl-4-(3-(4-(4-methylpiperazin-1-yl)phenyl)-6-oxo-1H-pyrazolo[4,3-c]pyridazin-5(6H)-yl)benzonitrile FC=1C=C(C#N)C=C(C1N1N=C2C(=CC1=O)NN=C2C2=CC=C(C=C2)N2CCN(CC2)C)C